(3S)-1-[(2R)-2-[4-(2-chlorophenyl)-2-oxo-chromen-7-yl]oxypropionyl]piperidine-3-carbonitrile ClC1=C(C=CC=C1)C1=CC(OC2=CC(=CC=C12)O[C@@H](C(=O)N1C[C@H](CCC1)C#N)C)=O